2-hydroxy-4-(oxan-2-yloxy)benzaldehyde OC1=C(C=O)C=CC(=C1)OC1OCCCC1